6-Tert-butyl-5-chloro-2-(4,4-difluoroazepan-1-yl)pyridine-3-carbonitrile C(C)(C)(C)C1=C(C=C(C(=N1)N1CCC(CCC1)(F)F)C#N)Cl